(2-chlorocarbonyloxyethyl)trimethyl-ammonium chloride [Cl-].ClC(=O)OCC[N+](C)(C)C